C(C)(C)(C)OC(=O)N1[C@H](C[C@@H](C1)F)C1=CC(=CC(=C1)F)SC (2R,4S)-4-fluoro-2-[5-fluoro-3-(methylthio)phenyl]Pyrrolidine-1-carboxylic acid tert-butyl ester